6-(4-cinnamoylphenoxy)pyridazin-3(2H)-one C(C=CC1=CC=CC=C1)(=O)C1=CC=C(OC=2C=CC(NN2)=O)C=C1